2-(5-(((1s,2s,3r,5s)-2-fluoro-1,5-dimethyl-8-azabicyclo[3.2.1]oct-6-en-3-yl)thio)pyrazin-2-yl)-5-(2-methoxypyridin-4-yl)phenol F[C@H]1[C@@]2(C=C[C@](C[C@H]1SC=1N=CC(=NC1)C1=C(C=C(C=C1)C1=CC(=NC=C1)OC)O)(N2)C)C